OCC1CN(CCCC1)C1=CC=C(N=N1)C1=C(C=C(C=C1C)C)O 2-[6-[3-(hydroxymethyl)azepan-1-yl]pyridazin-3-yl]-3,5-dimethyl-phenol